C(CCC(=O)[O-])(=S)[O-].[Na+].[Au+3].C(CCC(=O)[O-])(=S)[O-] gold sodium thiosuccinate